O=C1N(CCC[C@H]1NS(=O)(=O)C1=CC=C(C=C1)OC(F)(F)F)CC1=CC(=CC=C1)C(F)(F)F (R)-N-(2-oxo-1-(3-(trifluoromethyl)benzyl)piperidin-3-yl)-4-(trifluoromethoxy)benzenesulfonamide